3-[4-[2-[3-amino-6-[2-(methoxymethoxy)phenyl]pyridazin-4-yl]-2,6-diazaspiro[3.3]heptan-6-yl]-2-pyridyl]prop-2-yn-1-ol NC=1N=NC(=CC1N1CC2(C1)CN(C2)C2=CC(=NC=C2)C#CCO)C2=C(C=CC=C2)OCOC